C(CC)ONC(C)CC1=CC=CC=C1 propoxyamphetamine